P(=O)(OC1=C2C(=CNC2=CC=C1)C(C(N(C)C)([2H])[2H])([2H])[2H])(O)O [3-[1,1,2,2-Tetradeuterio-2-(dimethylamino)ethyl]-1H-indol-4-yl] dihydrogen phosphate